CN1CC2(C1)CN(CC2)C2=CC=C(C=C2)B2OC(C(O2)(C)C)(C)C 2-methyl-6-(4-(4,4,5,5-tetramethyl-1,3,2-dioxaborolan-2-yl)phenyl)-2,6-diazaspiro[3.4]octane